CC1CCC2=CCCN12 3-methyltetrahydro-1H-pyrrolizine